C(C)(=O)N1C[C@@H]2[C@H](C1)[C@@H](CO2)N2C(=NC1=C2C=C(C=C1)C(=O)O)CC1=C(C=C(C(=C1)F)C1=NC(=CC=C1)OCC1=C(C=C(C=C1)C#N)F)F 1-((3S,3aR,6aS)-5-acetylhexahydro-2H-furo[2,3-c]pyrrol-3-yl)-2-(4-(6-((4-cyano-2-fluorobenzyl)oxy)pyridin-2-yl)-2,5-difluorobenzyl)-1H-benzo[d]imidazole-6-carboxylic acid